C1(CCCCC1)C1=NC(=NC(=C1)C1NC2=C(CCC1)C=CC=C2)N 4-Cyclohexyl-6-(1,3,4,5-tetrahydro-2H-benzazepin-2-yl)pyrimidin-2-amine